C(=O)(OC(C)(C)C)N1CCC(CC1)CCCC(=O)O 4-(N-Boc-4-piperidinyl)butanoic acid